N-(4-sulfamoyl-phenylsulfanyl)pivalamide S(N)(=O)(=O)C1=CC=C(C=C1)SNC(C(C)(C)C)=O